diethylsilyl-bis(butylindenyl)zirconium difluoride [F-].[F-].C(C)[SiH](CC)[Zr+2](C1C(=CC2=CC=CC=C12)CCCC)C1C(=CC2=CC=CC=C12)CCCC